3-(2-(4-methoxy-1-methyl-6-oxo-1,6-dihydropyridin-3-yl)phenoxy)-N-(prop-2-yn-1-yl)benzamide COC=1C(=CN(C(C1)=O)C)C1=C(OC=2C=C(C(=O)NCC#C)C=CC2)C=CC=C1